m-hydroxybenzaldehyde sodium [Na].OC=1C=C(C=O)C=CC1